C(C)C=1C=CC2=C3C(C(C(=C2C1)OC(=O)CCCCC)=O)=C1C=CC=CC1=C(C3=O)OC(=O)CCCCC 2-ethyl-5,11-dioxo-6,12-bis(n-pentylcarbonyloxy)naphthonaphthalene